ClC=1C=C(C=CC1C)N1CCN(CC1)C(CN1N=C(C2=C1CCC2)C(=O)N2C[C@H](O[C@H](C2)C)C)=O 1-[4-(3-chloro-4-methylphenyl)piperazin-1-yl]-2-{3-[(2R,6S)-2,6-dimethylmorpholine-4-carbonyl]-5,6-dihydrocyclopenta[c]pyrazol-1(4H)-yl}ethan-1-one